C(C)(=O)C(C#N)CC(OC)OC 2-acetyl-4,4-dimethoxybutyronitrile